aminoethylpiperazine diphosphate OP(O)(=O)OP(=O)(O)O.NCCN1CCNCC1